BrC1=CC=CC=2CN(CCCC21)C(C=C)=O 1-(6-bromo-4,5-dihydro-1H-benzo[c]azepin-2(3H)-yl)prop-2-en-1-one